1-(((2-(methylamino)ethoxy)carbonyl)oxy)ethyl-(2R,3R,4S)-4-(benzo[d][1,3]Dioxolan-5-yl)-1-[2-(dibutylamino)-2-oxoethyl]-2-(4-methoxyphenyl)pyrrolidine-3-Carboxylate CNCCOC(=O)OC(C)OC(=O)[C@H]1[C@@H](N(C[C@@H]1C1=CC2=C(OCO2)C=C1)CC(=O)N(CCCC)CCCC)C1=CC=C(C=C1)OC